(1R)-4-chloro-3-(difluoromethyl)-2,3-dihydrodispiro[indene-1,1'-cyclohexane-3',2''-[1,3]dioxolane]-3-ol ClC1=C2C(C[C@]3(CC4(OCCO4)CCC3)C2=CC=C1)(O)C(F)F